19,20-dihydroxy-4Z,7Z,10Z,13Z,16Z-docosapentaenoic acid CCC(C(C/C=C\C/C=C\C/C=C\C/C=C\C/C=C\CCC(=O)O)O)O